DiEthylAminoTitanium C(C)N(CC)[Ti]